2-(4-chloro-2-fluoro-5-(2-oxo-2-(4-methoxyphenyl)ethoxy)phenyl)-4,5,6,7-tetrahydro-1H-isoindole-1,3(2H)-dione ClC1=CC(=C(C=C1OCC(C1=CC=C(C=C1)OC)=O)N1C(C=2CCCCC2C1=O)=O)F